3,3-dimethyl-2-oxo-butyl-sulfonic acid potassium salt [K+].CC(C(CS(=O)(=O)[O-])=O)(C)C